FC=1C(=NC(=NC1)NC=1C=C2C=NN(C2=CC1)CCCO)NC1=CC=C(C=C1)OC(C)C 5-Fluoro-N2-[1-(3-hydroxypropyl)indazol-5-yl]-N4-(4-isopropoxyphenyl)-2,4-pyrimidinediamine